CC(C([O-])([O-])[O-])(CC1=CC=CC=C1)C.C1(=CC=C(C=C1)[B-](C1=CC=C(C=C1)C)(C1=CC=C(C=C1)C)C1=CC=C(C=C1)C)C.C1(=CC=CC=C1)[P+](C1=CC=CC=C1)(C1=CC=CC=C1)C1=CC=CC=C1.C1(=CC=CC=C1)[P+](C1=CC=CC=C1)(C1=CC=CC=C1)C1=CC=CC=C1.C1(=CC=CC=C1)[P+](C1=CC=CC=C1)(C1=CC=CC=C1)C1=CC=CC=C1.C1(=CC=CC=C1)[P+](C1=CC=CC=C1)(C1=CC=CC=C1)C1=CC=CC=C1 tetraphenylphosphonium tetrakis(p-tolyl)borate Dimethylbenzyl-orthoacetate